C1(=CC=CC2=CC=CC=C12)[SiH2]OCCC 1-naphthyl-n-propoxysilane